C(C)(C)(C)N(C(O)=O)C1C(CCC1)CNC1=C2C(N(C(C2=CC=C1)=O)C1C(NC(CC1)=O)=O)=O.CC(C=COCCCCCCCC)CCCCCCCCC 3-methyl-1-(octyloxy)dodec-1-ene tert-Butyl-(2-(((2-(2,6-dioxopiperidin-3-yl)-1,3-dioxoisoindolin-4-yl)amino)methyl)cyclopentyl)carbamate